8-fluoro-3-(pyrrolidin-3-yl)-2H-isoquinolin-1-one FC=1C=CC=C2C=C(NC(C12)=O)C1CNCC1